COC(C(C=O)C=1OC=C(C1)C1=CNC2=CC=CC(=C12)F)=O (4-(4-fluoro-1H-indol-3-yl)furan-2-yl)-3-oxopropanoic acid methyl ester